9-oxatricyclo[4.2.1.02,5]nonan-3,4,7,8-tetracarboxylic acid C12C3C(C(C3C(C(C1C(=O)O)C(=O)O)O2)C(=O)O)C(=O)O